(R)-5-((4-fluorobenzyl)amino)-2-methyl-N-(1-(naphthalen-1-yl)ethyl)benzamide FC1=CC=C(CNC=2C=CC(=C(C(=O)N[C@H](C)C3=CC=CC4=CC=CC=C34)C2)C)C=C1